L-cysteinyl-D-seryl-L-lysyl-L-lysine N[C@@H](CS)C(=O)N[C@H](CO)C(=O)N[C@@H](CCCCN)C(=O)N[C@@H](CCCCN)C(=O)O